NC=1C2=C(N=CN1)N(C=C2C2=C(C=C(C=C2)NC([C@H](C2=CC=CC=C2)OC)=O)C)C (S)-N-(4-(4-amino-7-methyl-7H-pyrrolo[2,3-d]pyrimidin-5-yl)-3-methylphenyl)-2-methoxy-2-phenylacetamide